C(CCCCCCCCCCC)[SiH2]O n-dodecyl-silanol